FC1=C(CN2CCN(C3=C(C2=O)C=CC(=N3)OC)C)C=CC(=C1)O[C@@H](CCNC)C1=CC=CC=C1 (S)-4-(2-fluoro-4-(3-(methylamino)-1-phenylpropoxy)benzyl)-8-methoxy-1-methyl-1,2,3,4-tetrahydro-5H-pyrido[2,3-e][1,4]diazepin-5-one